tert-Butyl 2-((1-(tert-butoxycarbonyl)azetidin-3-yl)carbamoyl)-4-phenethylpiperidine-1-carboxylate C(C)(C)(C)OC(=O)N1CC(C1)NC(=O)C1N(CCC(C1)CCC1=CC=CC=C1)C(=O)OC(C)(C)C